(2S,3S,4S,5S)-2-((S)-1-fluoro-2-methoxyethyl)-6-hydroxytetrahydro-2H-pyran-3,4,5-triyl triacetate C(C)(=O)O[C@@H]1[C@H](OC([C@H]([C@H]1OC(C)=O)OC(C)=O)O)[C@H](COC)F